C(C)C12OCCC1C1(CCCC(C1CC2)(C)C)C 3a-ethyl-6,6,9a-trimethyldodecahydronaphtho[2,1-b]furan